1,2,4,5-tetramercaptobenzene SC1=C(C=C(C(=C1)S)S)S